N-(3-fluoro-4-hydroxyphenyl)-5-(4-fluorophenyl)-4-hydroxy-6-methylnicotinamide FC=1C=C(C=CC1O)NC(C1=CN=C(C(=C1O)C1=CC=C(C=C1)F)C)=O